3-(4-Chloro-phenyl)-adamantane-1-carboxylic acid (3-pyrrolidin-1-yl-propyl)-amide N1(CCCC1)CCCNC(=O)C12CC3(CC(CC(C1)C3)C2)C2=CC=C(C=C2)Cl